15-chloro-21,23-difluoro-16-methoxy-18,18-dioxo-8,11-dioxa-18λ6-thia-19-azatetracyclo[18.3.1.113,17.02,7]pentacosa-1(23),2(7),3,5,13(25),14,16,20(24),21-nonaen-12-one ClC1=CC=2C(OCCOC=3C=CC=CC3C3=C(C=C(C(NS(C(=C1OC)C2)(=O)=O)=C3)F)F)=O